4-CHLORO-1-METHYL-PYRROL-3-YLBORONIC ACID ClC=1C(=CN(C1)C)B(O)O